C(C(=C)C)(=O)OC(C(=O)OC(C)C)(C)C isopropyl α-methacryloyloxyisobutyrate